(2R,3R,4R,5R,6R)-2-(acetoxymethyl)-4-azido-6-((3-(tert-butyl)isoxazol-5-yl)methyl)tetrahydro-2H-pyran-3,5-diyl diacetate C(C)(=O)O[C@H]1[C@H](O[C@@H]([C@@H]([C@H]1N=[N+]=[N-])OC(C)=O)CC1=CC(=NO1)C(C)(C)C)COC(C)=O